7-Bromo-2-chloro-3-methylquinoline BrC1=CC=C2C=C(C(=NC2=C1)Cl)C